[C@@H]1([C@H](O)[C@@H](O)[C@H](O)CO1)O[C@H]1[C@@H](O[C@H]([C@@H]([C@H]1O)O)C)OC1=C(OC2=C(C1=O)C(=CC(=C2C(C)C(C)C)O[C@H]2[C@H](O)[C@@H](O)[C@H](O)[C@H](O2)CO)O)C2=CC=C(C=C2)OC 3-((6-Deoxy-2-O-beta-D-xylopyranosyl-alpha-L-mannopyranosyl)oxy)-7-(beta-D-glucopyranosyloxy)-5-hydroxy-2-(4-methoxyphenyl)-8-(3-methyl-2-butyl)-4H-1-benzopyran-4-one